1,15-difluoropentadecan-8-yl 8-bromooctanoate BrCCCCCCCC(=O)OC(CCCCCCCF)CCCCCCCF